LITHIUM (PYRAZIN-2-YL)TRIHYDROXYBORATE N1=C(C=NC=C1)[B-](O)(O)O.[Li+]